C1(=CC=CC=C1)S(=O)CC1=CC=C(C=C1)C1=NOC(C1)C(F)(F)F 3-{4-[(phenylsulfinyl)methyl]phenyl}-5-(trifluoromethyl)-4,5-dihydro-1,2-oxazole